C(C)(C)(C)P(C(C)(C)C)[C-]1C=CC=C1.[C-]1(C=CC=C1)P(C(C)(C)C)C(C)(C)C.[Fe+2] E-Bis(di-tert-butylphosphino)ferrocene